(6S,7S)-7-(5-cyclopropyl-2-fluorophenyl)-6-fluoro-3-(tetrahydro-2H-pyran-4-yl)-5,6,7,8-tetrahydropyrido[2,3-d]pyrimidine-2,4(1H,3H)-dione C1(CC1)C=1C=CC(=C(C1)[C@H]1[C@H](CC2=C(NC(N(C2=O)C2CCOCC2)=O)N1)F)F